The molecule is a multi-methyl-branched fatty acyl-CoA(4-) arising from deprotonation of the phosphate and diphosphate functions of 2-hydroxyphytanoyl-CoA. It has a role as a human metabolite. It is a conjugate base of a 2-hydroxyphytanoyl-CoA. CC(C)CCCC(C)CCCC(C)CCCC(C)C(C(=O)SCCNC(=O)CCNC(=O)[C@@H](C(C)(C)COP(=O)([O-])OP(=O)([O-])OC[C@@H]1[C@H]([C@H]([C@@H](O1)N2C=NC3=C(N=CN=C32)N)O)OP(=O)([O-])[O-])O)O